BrC1=C(C(=C2C(=NC(=NC2=C1F)OC[C@]12CCCN2C[C@@H](C1)F)N1CC2(CCC(C1)N2C(=O)OC(C)(C)C)C)OC)F tert-butyl 3-(7-bromo-6,8-difluoro-2-(((2R,7aS)-2-fluorotetrahydro-1H-pyrrolizin-7a(5H)-yl)methoxy)-5-methoxyquinazolin-4-yl)-1-methyl-3,8-diazabicyclo[3.2.1]octane-8-carboxylate